C(C1=CC=CC=C1)OC(=O)N1CC(C(CC1)=O)OC(C1=CC=CC=C1)=O 3-(benzoyloxy)-4-oxopiperidine-1-carboxylic acid benzyl ester